C(C)(C)C1N2C(C3=CC(=C(C=C3C1)OCCN1N=C3N(C=CC=C3)C1=O)C=1SC=CN1)=CC(C(=C2)C(=O)O)=O 6-isopropyl-2-oxo-9-(2-(3-oxo-[1,2,4]triazolo[4,3-a]pyridin-2(3H)-yl)ethoxy)-10-(thiazol-2-yl)-6,7-dihydro-2H-pyrido[2,1-a]isoquinoline-3-carboxylic acid